N-([1,1'-biphenyl]-3-yl)-4-(benzofuranyl)aniline C1(=CC(=CC=C1)NC1=CC=C(C=C1)C=1OC2=C(C1)C=CC=C2)C2=CC=CC=C2